(E)-3-(4-(allyloxy)-3-methoxyphenyl)-N-((4-fluorophenyl)aminomethyl)acrylamide C(C=C)OC1=C(C=C(C=C1)/C=C/C(=O)NCNC1=CC=C(C=C1)F)OC